3-(5-{[(4-Carbamimidoylphenyl)methyl](methyl)amino}-4-cyano-1-(5-methylfuran-3-carbonyl)-1H-pyrazol-3-yl)-1-(pyrrolidin-1-carbonyl)piperidin C(N)(=N)C1=CC=C(C=C1)CN(C1=C(C(=NN1C(=O)C1=COC(=C1)C)C1CN(CCC1)C(=O)N1CCCC1)C#N)C